OC(CC\C=C\C=O)[C@H]1N(CCC1)C(=O)OC(C)(C)C tert-butyl (2S)-2-[(4E)-1-hydroxy-6-oxohex-4-en-1-yl]pyrrolidine-1-carboxylate